CC(=O)C1=C(SC=2N=C(N(C(C21)=O)CCCC)CCCC)Cl methyl-carbonyl-l-2,3-dibutyl-6-chlorothieno[2,3-d]pyrimidin-4(3H)-one